(S)-3-(3-(3-(4-cyano-3-fluorophenyl)ureido)-4-((R)-1-ethoxy-2,2,2-trifluoroethyl)phenyl)-4-methoxybutanoic acid C(#N)C1=C(C=C(C=C1)NC(NC=1C=C(C=CC1[C@H](C(F)(F)F)OCC)[C@H](CC(=O)O)COC)=O)F